3-(4-chlorophenyl)-3,4-dihydro-1,4-benzo-thiazine-2-carbonitrile 1,1-dioxide ClC1=CC=C(C=C1)C1C(S(C2=C(N1)C=CC=C2)(=O)=O)C#N